1,2-dimethylpyrrolidin CN1C(CCC1)C